ClC1=C(C=C(C=C1)F)[C@H](CC)N1N=C(C=C1)C (1S,2S)-1-(2-chloro-5-fluorophenyl)-1-(3-methyl-1H-pyrazol-1-yl)propan